C(C)S(=O)(=O)C1=CC=C(C=C1)CC(=O)NC1=CC=C(C=C1)C1CN(C=C1)C(=O)OCC1=CC=CC=C1 benzyl 3-(4-(2-(4-(ethylsulfonyl)phenyl)acetamido)phenyl)-2,3-dihydro-1H-pyrrole-1-carboxylate